Aza-Benzofuran O1N=CC2=C1C=CC=C2